(R)-N-(1-(5-amino-3-(difluoromethyl)-2-fluorophenyl)ethyl)-6-methoxy-2-methyl-7-(morpholinomethyl)quinazolin-4-amine NC=1C=C(C(=C(C1)[C@@H](C)NC1=NC(=NC2=CC(=C(C=C12)OC)CN1CCOCC1)C)F)C(F)F